CC1=C(C2=C(N=N1)SC1=C2N=CN=C1N1CC(C1)OC1=CC=CC=C1)C 3,4-dimethyl-8-(3-phenoxyazetidin-1-yl)pyrimido[4',5':4,5]thieno[2,3-c]pyridazine